tert-butyl (2-azido (trifluoromethyl)pyridin-3-yl)(methyl)carbamate N(=[N+]=[N-])C1=NC=CC(=C1N(C(OC(C)(C)C)=O)C)C(F)(F)F